C(C)S(=O)(=O)[C@@H](C[C@@H](C)O)C (2R,4R)-4-(ethylsulfonyl)pentan-2-ol